1-{[(2R,5R)-1-{2-[6-(1,1-Difluoroethyl)-3,3-dimethyl-1H,2H,3H-pyrrolo[3,2-c]pyridin-1-yl]-2-oxoethyl}-5-methylpiperazin-2-yl]methyl}pyrrolidin-2-one dihydrochloride Cl.Cl.FC(C)(F)C1=CC2=C(C=N1)C(CN2C(CN2[C@H](CN[C@@H](C2)C)CN2C(CCC2)=O)=O)(C)C